C(C)(=O)N1CCN(CC1)C=1C(=C2C(C=C(NC2=CC1F)C=1C=C(C#N)C=CC1Cl)=O)F 3-(6-(4-acetylpiperazin-1-yl)-5,7-difluoro-4-oxo-1,4-dihydroquinolin-2-yl)-4-chlorobenzonitrile